C1(=CC=CC=C1)N(C(O)=O)C1=CC=C(C=C1)C(C)(C)C.C(C)(C)N1N=C(C=C1)C1=C(C2=C(N=C(N=C2NCC[C@H]2CCC(N2)=O)C=2N(C=CN2)C)S1)C |r| rac-5-(2-((6-(1-Isopropyl-1H-pyrazol-3-yl)-5-methyl-2-(1-methyl-1H-imidazol-2-yl)thieno[2,3-d]pyrimidin-4-yl)amino)ethyl)pyrrolidin-2-one phenyl-(4-(tert-butyl)phenyl)carbamate